but-2-ynoic amide C(C#CC)(=O)N